4-[5-ethylsulfonyl-2-(2-hydroxyethoxy)phenyl]-2-methyl-6-(1-methylpyrazol-4-yl)isoquinolin-1-one C(C)S(=O)(=O)C=1C=CC(=C(C1)C1=CN(C(C2=CC=C(C=C12)C=1C=NN(C1)C)=O)C)OCCO